1-(5-(7-bromo-1H-benzo[d]imidazole-4-carbonyl)-2-(2-hydroxy-4-(trifluoromethyl)phenyl)-2,3,4,5,5a,6,8,9-octahydro-7H-1,2,5,7-tetraazabenzo[cd]azulen-7-yl)prop-2-en-1-one BrC1=CC=C(C2=C1NC=N2)C(=O)N2CCC=1N(N=C3CCN(CC2C13)C(C=C)=O)C1=C(C=C(C=C1)C(F)(F)F)O